ClC=1C(=CC(=NC1)OC(CO)CO)N1C(C2=C(C=C1)N(N=C2)CC2=C(C=CC=C2)Cl)=O 5-(5-chloro-2-((1,3-dihydroxypropan-2-yl)oxy)pyridin-4-yl)-1-(2-chlorobenzyl)-1,5-dihydro-4H-pyrazolo[4,3-c]pyridin-4-one